3-(5-((4-(4-(4-((5-chloro-4-((2-(dimethylphosphoryl)phenyl)amino)pyrimidin-2-yl)amino)-3-methoxyphenyl)piperazin-1-yl)piperidin-1-yl)methyl)-1-oxoisoindolin-2-yl)piperidine-2,6-dione ClC=1C(=NC(=NC1)NC1=C(C=C(C=C1)N1CCN(CC1)C1CCN(CC1)CC=1C=C2CN(C(C2=CC1)=O)C1C(NC(CC1)=O)=O)OC)NC1=C(C=CC=C1)P(=O)(C)C